(4S)-4-hydroxy-4-methylisochroman-6-carboxylic acid O[C@@]1(COCC2=CC=C(C=C12)C(=O)O)C